OC1=C(C=CC=C1)C=1N=NC2=CC=C(C=C2C1)C=1N=NN(C1)[C@H](C(=O)O)C(C)C (S)-2-(4-(3-(2-hydroxyphenyl)cinnolin-6-yl)-1H-1,2,3-triazol-1-yl)-3-methylbutanoic acid